tert-butyl 3-(2-(3-(4-amino-3-chlorobenzamido)-2-oxopyridin-1(2H)-yl)propanamido)-4-hydroxy-5-(2,3,5,6-tetrafluorophenoxy)pentanoate NC1=C(C=C(C(=O)NC=2C(N(C=CC2)C(C(=O)NC(CC(=O)OC(C)(C)C)C(COC2=C(C(=CC(=C2F)F)F)F)O)C)=O)C=C1)Cl